C(C1=CC=CC=C1)C=1C=CC(=C(C1)C1=NN(C=C1)CC=1C=NC=CC1)[N+](=O)[O-] 3-((3-(5-benzyl-2-nitrophenyl)-1H-pyrazol-1-yl)methyl)pyridine